3-(5-Bromo-3-methyl-2-oxo-benzoimidazol-1-yl)piperidine-2,6-dione BrC1=CC2=C(N(C(N2C)=O)C2C(NC(CC2)=O)=O)C=C1